4-(4-phenylphenyl)sulfonylmorpholin C1(=CC=CC=C1)C1=CC=C(C=C1)S(=O)(=O)N1CCOCC1